ClC1=C(OC2(CC2)C(=O)O)C=CC=C1 1-(2-Chlorophenoxy)cyclopropane-1-carboxylic acid